(R)-3-(3-(dimethylamino)-6-vinylpyridazin-4-yl)-10-methyl-9,10,11,12-tetrahydro-8H-[1,4]diazepino[5',6':4,5]thieno[3,2-f]quinolin-8-one CN(C=1N=NC(=CC1C1=NC=2C=CC3=C(C2C=C1)C1=C(S3)C(N[C@@H](CN1)C)=O)C=C)C